N-(4-([1,2,4]triazolo[1,5-a]pyridin-7-yloxy)-3-methylphenyl)-5-((3-fluoro-1-methylpiperidin-4-yl)oxy)-6-methoxyquinazolin-4-amine N=1C=NN2C1C=C(C=C2)OC2=C(C=C(C=C2)NC2=NC=NC1=CC=C(C(=C21)OC2C(CN(CC2)C)F)OC)C